2-amino-N-((5-(3,3-difluoro-1-pyrrolidinyl)-2-pyridinyl)methyl)-3-methyl-N-((1R)-1-(2-pyrimidinyl)ethyl)-6-quinolinecarboxamide NC1=NC2=CC=C(C=C2C=C1C)C(=O)N([C@H](C)C1=NC=CC=N1)CC1=NC=C(C=C1)N1CC(CC1)(F)F